C(C)(C)(C)OC(=O)C1CC2(C1)CN(CC2C(=O)O)C(=O)C2=CN=CS2 2-(tert-butoxycarbonyl)-6-(thiazole-5-carbonyl)-6-azaspiro[3.4]octane-8-carboxylic acid